ClCC(COC1=C(C=CC=2NC(OC(C21)=O)=O)C)(C)CO 5-(3-Chloro-2-(hydroxymethyl)-2-methylpropoxy)-6-methyl-2H-benzo[d][1,3]oxazine-2,4(1H)-dione